O[C@H]1C[C@@H]2[C@]3(CCCC[C@H]3CC[C@H]2[C@@H]2CC[C@H]([C@@H](CCC)C)[C@@]12C)C 12α-hydroxy-5β-cholan